(S,E)-N-(1-(5-(1-(isopropoxyimino)ethyl)-2,6-dioxo-3,6-dihydropyrimidin-1(2H)-yl)-3-methylbutan-2-yl)Isobutyramide C(C)(C)O\N=C(/C)\C1=CNC(N(C1=O)C[C@H](C(C)C)NC(C(C)C)=O)=O